(S)-2-(5-chloropyridin-3-yl)-N-(3-(1-((2-ethyl-2H-pyrazolo[3,4-b]pyrazin-6-yl)amino)ethyl)-4-methylphenyl)acetamide ClC=1C=C(C=NC1)CC(=O)NC1=CC(=C(C=C1)C)[C@H](C)NC=1C=NC=2C(N1)=NN(C2)CC